6-bromo-N'-(2-chloro-5-fluoro-phenyl)-4-[(5-hydroxy-2-adamantyl)amino]-pyrrolo[1,2-b]pyridazine-3-carboxamidine BrC=1C=C2N(N=CC(=C2NC2C3CC4CC(CC2C4)(C3)O)C(=NC3=C(C=CC(=C3)F)Cl)N)C1